FC(C(C1=CC(=C(C=C1)C1=C(C=CC(=C1)C(F)(F)F)F)OCOC)N[C@@H](CC(C)C)C(=O)O)(F)F (2,2,2-trifluoro-1-(2'-fluoro-2-(methoxymethyloxy)-5'-(trifluoromethyl)-[1,1'-biphenyl]-4-yl)ethyl)-L-leucine